COC(CCOCC1=CC(=NN1C1CC1)S(N(CC1=CC=C(C=C1)OC)CC1=CC=C(C=C1)OC)(=O)=O)=O 3-((3-(N,N-bis(4-methoxybenzyl)sulfamoyl)-1-cyclopropyl-1H-pyrazol-5-yl)methoxy)propionic acid methyl ester